N-[(3-acetamidophenyl)[4-(propan-2-yl)phenyl]methyl]-4-fluoro-1-[2-(1-methyl-1H-1,2,3-triazol-4-yl)acetyl]pyrrolidine-2-carboxamide C(C)(=O)NC=1C=C(C=CC1)C(NC(=O)C1N(CC(C1)F)C(CC=1N=NN(C1)C)=O)C1=CC=C(C=C1)C(C)C